ClC1=CC=C(CC=2C=C(C=CC2)C(CC(=O)[O-])NC(=O)NC=2C(N(C=C(C2[O-])C)C)=O)C=C1.[Na+].[Na+] sodium 3-(3-(4-chlorobenzyl)phenyl)-3-(3-(1,5-dimethyl-4-oxido-2-oxo-1,2-dihydropyridin-3-yl) ureido)propanoate